C(C)(C)(C)C1=CC=C(C=C1)CN1C(CN(CC1)C1=NC=2N(C(NC(C2N1CC1=C(C=CC=C1)F)=O)=O)C)C(=O)OC methyl 1-((4-tert-butylphenyl)methyl)-4-(7-((2-fluorophenyl)methyl)-3-methyl-2,6-dioxo-purin-8-yl)piperazine-2-carboxylate